2,3,5-trimethylphenol CC1=C(C=C(C=C1C)C)O